phosphonium indol N1C=CC2=CC=CC=C12.[PH4+]